N-((5-(5-(difluoromethyl)-1,3,4-oxadiazol-2-yl)pyridin-2-yl)methyl)-N-phenylthiomorpholine-4-thioamide 1,1-dioxide FC(C1=NN=C(O1)C=1C=CC(=NC1)CN(C(=S)N1CCS(CC1)(=O)=O)C1=CC=CC=C1)F